C1(CCCCC1)N1C=NC(=C1C1=NC(=NC=C1)NC1CCSCC1)C1=CC=C(C=C1)F 4-(1-Cyclohexyl-4-(4-fluorophenyl)-1H-imidazol-5-yl)-N-(tetrahydro-2H-thiopyran-4-yl)pyrimidin-2-amine